FC1=CC=C(C=C1)C(CC(=O)C1=C(C(=C(C=C1OC)OC)C=1CCN(CC1)C)O)=O 1-(4-fluorophenyl)-3-(2-hydroxy-4,6-dimethoxy-3-(1-methyl-1,2,3,6-tetrahydropyridin-4-yl)phenyl)propane-1,3-dione